7-(6-(cyclohexyloxy)pyridin-3-yl)-5,5-dimethyl-4-(methylamino)-5,7-dihydro-6H-pyrrolo[2,3-d]pyrimidin-6-one C1(CCCCC1)OC1=CC=C(C=N1)N1C(C(C2=C1N=CN=C2NC)(C)C)=O